N-(1,2-dicarboxy-ethyl)-D,L-aspartic acid C(=O)(O)C(CC(=O)O)N[C@@H](CC(=O)O)C(=O)O |r|